4-(3-(trifluoromethyl)-3H-diazirin-3-yl)aniline FC(C1(N=N1)C1=CC=C(N)C=C1)(F)F